CC(C(=O)O)(C)OC1=CC(=CC=C1)[C@H]1CN(CCC1)C(CC1=CC=C(C=C1)C(C)C)=O 2-methyl-2-[3-[(3S)-1-[2-[4-(1-methylethyl)phenyl]acetyl]-3-piperidinyl]phenoxy]-propionic acid